3-((6-(2-Aminopyridin-4-yl)-1-oxoisoquinolin-2(1H)-yl)methyl)-N-(2-methyl-1,2,3,4-tetrahydroisoquinolin-6-yl)benzamide NC1=NC=CC(=C1)C=1C=C2C=CN(C(C2=CC1)=O)CC=1C=C(C(=O)NC=2C=C3CCN(CC3=CC2)C)C=CC1